((R)-1-(((R)-pyrrolidin-3-yl)glycyl)pyrrolidin-2-yl)boronic acid N1C[C@@H](CC1)NCC(=O)N1[C@@H](CCC1)B(O)O